(4-bromo-1-methyl-1H-imidazol-2-yl)methanol BrC=1N=C(N(C1)C)CO